OCCOC1=NC=CC(=C1)NC(O[C@H](C)[C@H](C)OC1=C(C=C2C(=N1)SC(=N2)C2=C1N=CC(=NC1=CC(=C2)C)OC)F)=O (2R,3S)-3-((6-fluoro-2-(2-methoxy-7-methylquinoxalin-5-yl)thiazolo[5,4-b]pyridin-5-yl) oxy)butan-2-yl (2-(2-hydroxyethoxy)pyridin-4-yl)carbamate